(E)-2-ethyl-5,7-dimethyl-3-(4-(3-(piperazin-1-yl)prop-1-en-1-yl)benzyl)pyrazolo[1,5-a]pyrimidine C(C)C1=NN2C(N=C(C=C2C)C)=C1CC1=CC=C(C=C1)\C=C\CN1CCNCC1